NC1=C(C(=C(C=C1)N(C1=CC=CC=C1)C1=CC=CC=C1)N)N tri-aminotriphenylamine